N-(3-{6-[(1R)-1-hydroxypropyl]-4-methylpyridin-3-yl}-2-(pyrazol-1-yl)-1,6-naphthyridin-7-yl)cyclopropane-1-carboxamide O[C@H](CC)C1=CC(=C(C=N1)C=1C(=NC2=CC(=NC=C2C1)NC(=O)C1CC1)N1N=CC=C1)C